OCC(C)=N hydroxyacetone imine